ClC=1C=CC2=C(N3C(N(S2(=O)=O)[C@@H]([C@H](C)C2=C(C(=CC=C2F)C)C)C2=NNC(O2)=O)CCC3)C1 5-((1S,2R)-1-(8-chloro-5,5-dioxido-1,2,3,3a-tetrahydro-4H-benzo[e]pyrrolo[2,1-c][1,2,4]thiadiazin-4-yl)-2-(6-fluoro-2,3-dimethylphenyl)propyl)-1,3,4-oxadiazol-2(3H)-one